[Si](C)(C)(C(C)(C)C)OCC#CC1=C(C=C(C=C1)Cl)C1=C2C(=NC=C1)C(=CS2)C(=O)OC methyl 7-(2-(3-((tert-butyldimethylsilyl)oxy)prop-1-yn-1-yl)-5-chlorophenyl)thieno[3,2-b]pyridine-3-carboxylate